6-(6-aminopyridazin-4-yl)-N-(2-(4-((3-(oxazol-5-ylmethyl)-5-(trifluoromethoxy)benzyl)amino)butoxy)ethyl)-1H-indazol-4-amine NC1=CC(=CN=N1)C=1C=C(C=2C=NNC2C1)NCCOCCCCNCC1=CC(=CC(=C1)OC(F)(F)F)CC1=CN=CO1